CNC(C(F)Cl)=O N-methyl-chlorofluoroacetamide